7-(4-([1,1'-biphenyl]-4-ylmethyl)piperazin-1-yl)-1-cyclopropyl-6-fluoro-4-oxo-1,4-dihydroquinoline-3-carboxylic acid hydrochloride Cl.C1(=CC=C(C=C1)CN1CCN(CC1)C1=C(C=C2C(C(=CN(C2=C1)C1CC1)C(=O)O)=O)F)C1=CC=CC=C1